methyl (7r,4r)-4-(3-(3-(1-(o-tolyl)cyclopropyl)-1,2,4-oxadiazol-5-yl)-5,6-dihydrocyclopenta[c]pyrazol-2(4H)-yl)cyclohexane-1-carboxylate C1(=C(C=CC=C1)C1(CC1)C1=NOC(=N1)C1=C2C(=NN1C1CCC(CC1)C(=O)OC)CCC2)C